4-fluoro-N-[4-fluoro-5-[2-[rac-(2R,6S)-2,6-dimethylmorpholin-4-yl]pyrimidin-4-yl]-2-[rac-(3R)-3,4-dimethylpiperazin-1-yl]phenyl]-2-(trifluoromethyl)benzamide FC1=CC(=C(C(=O)NC2=C(C=C(C(=C2)C2=NC(=NC=C2)N2C[C@H](O[C@H](C2)C)C)F)N2C[C@H](N(CC2)C)C)C=C1)C(F)(F)F |r|